C1(CC1)NC1CCN(CC1)C=1C2=CN(N=C2C(=CC1)C(=O)NC=1N=C(C=2N(C1)C=C(N2)C)CNS(=O)(=O)C)C 4-[4-(cyclopropylamino)-1-piperidyl]-N-[8-(methanesulfonamidomethyl)-2-methyl-imidazo[1,2-a]pyrazin-6-yl]-2-methyl-indazole-7-carboxamide